BrC=1C=NC(=NC1)C(=O)NC1CCC(CC1)OC1=CC(=C(C=C1)C#N)Cl 5-bromo-N-[4-(3-chloro-4-cyano-phenoxy)cyclohexyl]pyrimidine-2-carboxamide